C(CCNCCCCN)C[C@@H](C(=O)O)N The molecule is an L-lysine derivative in which the N(6) of the lysine is substituted with a 4-aminobutyl group. It has a role as a human metabolite. It is a non-proteinogenic L-alpha-amino acid and a L-lysine derivative. It derives from a hypusine.